[Na].N1(C=NC=C1)C1=CC=C(C2=CC=CC=C12)N1C=NC=C1 1,4-di(imidazol-1-yl)naphthalene sodium